Cl.CN(C)CC=1SC=C([NH+]1)CSCCN 2-(dimethylaminomethyl)-4-(2-aminoethyl-thiomethyl)thiazolium hydrochloride